CC1(OB(OC1(C)C)C1=CC(=NC=C1)C1(CC1)C(=O)N)C (4-(4,4,5,5-tetramethyl-1,3,2-dioxaborolan-2-yl)pyridin-2-yl)cyclopropaneCarboxamide